4-fluoro-1-isopropyl-N-(6-(1-methyl-1H-pyrazol-4-yl)isoquinolin-3-yl)piperidine-4-carboxamide FC1(CCN(CC1)C(C)C)C(=O)NC=1N=CC2=CC=C(C=C2C1)C=1C=NN(C1)C